C(C)OC([C@@H](N)CSN=O)=O S-nitroso-cysteine ethyl ester